7-trimethoxysilylheptanoic acid CO[Si](CCCCCCC(=O)O)(OC)OC